(2R,3R,4R,5R)-5-(6-amino-2-chloro-9H-purin-9-yl)-2-(((tert-butyldiphenylsilyl)oxy)methyl)-3-methyltetrahydrofuran-3,4-diyl diacetate C(C)(=O)O[C@@]1([C@H](O[C@H]([C@@H]1OC(C)=O)N1C2=NC(=NC(=C2N=C1)N)Cl)CO[Si](C1=CC=CC=C1)(C1=CC=CC=C1)C(C)(C)C)C